S1C(=CC=C1)C1=NN=C(S1)N 5-(thiophen-2-yl)-1,3,4-thiadiazol-2-amine